N-(6-(1H-Pyrazol-4-yl)isoquinolin-3-yl)-2-(4-methylpiperazin-1-yl)Isonicotinamide N1N=CC(=C1)C=1C=C2C=C(N=CC2=CC1)NC(C1=CC(=NC=C1)N1CCN(CC1)C)=O